C1=C2C(=CC=C1)NC=1C2=C(C=2NC3=CC=CC=C3C2C1C1=CC=C(C=C1)C1=C(C=C(N)C=C1)C(F)(F)F)C1=CC=C(C=C1)C1=C(C=C(N)C=C1)C(F)(F)F 4,4'-((5,11-dihydroindolo[3,2-b]carbazole-6,12-diyl)bis(4,1-phenylene))-bis(3-(trifluoromethyl)aniline)